CC=1C=C(C=CC1)O 3-methyl-phenol